CC=CC(=O)OCCC[Si](OC)(OC)OC gamma-(methyl)acryloyloxypropyl-trimethoxysilane